C12(CC3CC(CC(C1)C3)C2)C(=O)N2[C@@H](CCC2)C(=O)N[C@H](C(=O)N[C@@H](CCC(=O)OC(C)(C)C)C(=O)N[C@H](C(=O)OC)C(C)C)CC(C)C tert-Butyl (4S)-4-((2S)-2-((2S)-1-((1R,3R)-adamantane-1-carbonyl)pyrrolidine-2-carboxamido)-4-methylpentanamido)-5-(((S)-1-methoxy-3-methyl-1-oxobutan-2-yl)amino)-5-oxopentanoate